C(C)(C)(C)OC(=O)N[C@@H](COC1=C(C2=CC=CC=C2C=C1)C(=O)O)CC1=NC=CC=C1 (R)-2-(2-((tert-Butoxycarbonyl)amino)-3-(pyridin-2-yl)propoxy)-1-naphthoic acid